3-[2-Chloro-5-(3,5-dimethyl-2,6-dioxo-4-sulfanyliden-1,3,5-triazinan-1-yl)-4-fluorophenyl]-5-methyl-4,5-dihydro-1,2-oxazole-5-carboxylic acid ClC1=C(C=C(C(=C1)F)N1C(N(C(N(C1=O)C)=S)C)=O)C1=NOC(C1)(C(=O)O)C